N1CC(C1)C1=CC=C(C=C1)N1N=C(C=C1C)C(C)(C)C 1-[4-(Azetidin-3-yl)phenyl]-3-tert-butyl-5-methyl-pyrazole